C[Ge](C(CC1CCOCC1)S(=O)(=O)C1=CC=CC=C1)(C)C trimethyl-(1-(phenylsulfonyl)-2-(tetrahydro-2H-pyran-4-yl)ethyl)germane